COCCN(CC[C@@H](C(=O)O)NC1=CC=NN1C)CCCCC1=NC=2NCCCC2C=C1 (S)-4-((2-methoxyethyl)(4-(5,6,7,8-tetrahydro-1,8-naphthyridin-2-yl)butyl)amino)-2-((1-methyl-1H-pyrazol-5-yl)amino)butanoic acid